8-(4-(benzyloxy)phenyl)-6-chloro-9H-purine C(C1=CC=CC=C1)OC1=CC=C(C=C1)C=1NC2=NC=NC(=C2N1)Cl